(S)-N-((S)-1-cyano-2-((S)-2-oxopyrrolidin-3-yl)ethyl)-3-cyclopropyl-2-(2-(4-(trifluoromethoxy)phenoxy)-acetamido)propenamide C(#N)[C@H](C[C@H]1C(NCC1)=O)NC(C(=CC1CC1)NC(COC1=CC=C(C=C1)OC(F)(F)F)=O)=O